tert-butyl ((1s,3s)-3-((2-amino-4-bromopyridin-3-yl)ethynyl)cyclobutyl)carbamate NC1=NC=CC(=C1C#CC1CC(C1)NC(OC(C)(C)C)=O)Br